3-cyclopropyl-4-((2-methoxy-3-(1-methyl-1H-1,2,4-triazol-3-yl)phenyl)amino)-N-methyl-1H-pyrazolo[3,4-b]pyridine-5-carboxamide C1(CC1)C1=NNC2=NC=C(C(=C21)NC2=C(C(=CC=C2)C2=NN(C=N2)C)OC)C(=O)NC